3-azido-N,N-bis(pyridine-2-ylmethyl)propan-1-amine N(=[N+]=[N-])CCCN(CC1=NC=CC=C1)CC1=NC=CC=C1